FC1(CC(C1)C(N1C[C@@H](N(C[C@H]1C)C1=C2N=C(N(C2=NC(=N1)NN)C[C@H]1OCCC1)C)C)C1=CC(=C(C=C1)C(F)(F)F)F)F 6-((2S,5R)-4-((3,3-difluorocyclobutyl)(3-fluoro-4-(trifluoromethyl)phenyl)methyl)-2,5-dimethylpiperazin-1-yl)-2-hydrazineyl-8-methyl-9-(((S)-tetrahydrofuran-2-yl)methyl)-9H-purine